FC=1C(=NC=C(C1)C(F)(F)F)N1C[C@H](N(C[C@@H]1CO)C(=O)OC(C)(C)C)C t-butyl (2R,5R)-4-(3-fluoro-5-(trifluoromethyl)pyridin-2-yl)-5-(hydroxymethyl)-2-methylpiperazin-1-carboxylate